(2,2-diphenyltetrahydrofuran-3-yl)-N-methyl-methylamine hydrochloride Cl.C1(=CC=CC=C1)C1(OCCC1N(C)C)C1=CC=CC=C1